C(C1=CC=CC=C1)(=O)N1CC(OC2(CC2)C1)C1CCN(CC1)C(=O)OC(C)(C)C tert-Butyl 4-(7-benzoyl-4-oxa-7-azaspiro[2.5]octan-5-yl)piperidine-1-carboxylate